CNC=1N=CC(=NC1)CCC=C 4-(5-(methylamino)pyrazin-2-yl)but-1-ene